C(C)(C)(C)OC(N[C@@H]1CC(=CC1)C1=C2C(=C(NC2=C(C=C1F)C#N)C)C)=O (S)-(3-(7-cyano-5-fluoro-2,3-dimethyl-1H-indol-4-yl)cyclopent-3-en-1-yl)carbamic acid tert-butyl ester